N-[5-(2-chloro-6-fluorophenyl)-1H-indazol-3-yl]-1-methylpiperidine-3-carboxamide hydrochloride Cl.ClC1=C(C(=CC=C1)F)C=1C=C2C(=NNC2=CC1)NC(=O)C1CN(CCC1)C